C=1(C(=CC=CC1)CC#N)CC#N 2-benzenediacetonitrile